3-methyl-9,9-bis(4-aminophenyl)fluorene CC=1C=CC=2C(C3=CC=CC=C3C2C1)(C1=CC=C(C=C1)N)C1=CC=C(C=C1)N